N-[(1S)-1-(4-bromophenyl)ethyl]carbamic acid tert-butyl ester C(C)(C)(C)OC(N[C@@H](C)C1=CC=C(C=C1)Br)=O